ClC=1C=NC(=NC1)C=1C=C(C(=NC1)C=1OC2=C(N1)C=C(C=C2)S(C(F)(F)F)(=O)=N)S(=O)(=O)CC [2-[5-(5-Chloropyrimidin-2-yl)-3-ethylsulfonyl-2-pyridinyl]-1,3-benzoxazol-5-yl]-imino-oxo-(trifluoromethyl)-lambda6-Sulfane